CC1=CC=C(OCC(=O)N)C=C1 2-(4-methylphenoxy)acetamide